C(C)C1=NC=CN1C ethyl-3-methylimidazole